C(C)S(=O)(=O)C=1C=C(C=NC1C1=NC2=C(C=NC(=C2)C(F)(F)F)N1C)C(=O)O 5-ethylsulfonyl-6-[3-methyl-6-(trifluoromethyl)imidazo[4,5-c]pyridin-2-yl]pyridine-3-carboxylic acid